ClC=1C=C(C=C(C1)Cl)C1=CC=CC2=C(C=CC=C12)[N+](=O)[O-] 1-(3,5-dichlorophenyl)-5-nitro-naphthalene